tellurium-platinum [Pt].[Te]